6-((1-(4,4-difluoro-3-(3-fluoro-1H-pyrazol-1-yl)butyryl)-4-hydroxypiperidin-4-yl)methyl)-3-(1-(methylamino)-2,3-dihydro-1H-inden-5-yl)isothiazolo[4,3-d]pyrimidin-7(6H)-one FC(C(CC(=O)N1CCC(CC1)(O)CN1C=NC=2C(C1=O)=NSC2C=2C=C1CCC(C1=CC2)NC)N2N=C(C=C2)F)F